(1r,4r)-4-((5-(1-(3,3-difluorocyclobutyl)-1H-benzo[d][1,2,3]triazol-6-yl)-4-methoxypyrrolo[2,1-f][1,2,4]triazin-2-yl)amino)-1-methylcyclohexan-1-ol FC1(CC(C1)N1N=NC2=C1C=C(C=C2)C=2C=CN1N=C(N=C(C12)OC)NC1CCC(CC1)(O)C)F